2-[[5-methyl-3-(6-methyl-3-pyridyl)triazol-4-yl]methyl]-5-[(2R)-2-methylpyrrolidin-1-yl]pyridazin-3-one CC1=C(N(N=N1)C=1C=NC(=CC1)C)CN1N=CC(=CC1=O)N1[C@@H](CCC1)C